C(C1=CC=CC=C1)N1C=NC2=CC=CC(=C2C1=O)NC(C1=CC(=C(C=C1)O)Cl)=O N-(3-benzyl-4-oxo-3,4-dihydroquinazolin-5-yl)-3-chloro-4-hydroxybenzoamide